5-hydroxy-4-oxo-4H-pyran OC=1C(C=COC1)=O